BrC1=NC=CC(=C1F)NC(=O)N1CC=2C(=NN3C2C(C[C@](CC3)(O)CF)(F)F)C[C@H]1C |o1:20| (3R,9S*)-N-(2-Bromo-3-fluoropyridin-4-yl)-11,11-difluoro-9-(fluoromethyl)-9-hydroxy-3-methyl-3,4,8,9,10,11-hexahydro-1H-pyrido[4',3':3,4]pyrazolo[1,5-a]azepine-2(7H)-carboxamide